ClC1=C(C=CC(=C1)C1=NNC2=NC=C(C=C21)C=2C(=CC1=C(CCC(CC1)N1[C@@H](CCC1)C)C2)C)C(C)(C)O 2-[2-Chloro-4-(5-{3-methyl-7-[(2R)-2-methylpyrrolidin-1-yl]-6,7,8,9-tetrahydro-5H-benzo[7]annulen-2-yl}-1H-pyrazolo[3,4-b]pyridin-3-yl)phenyl]propan-2-ol